benzene-1,2-diol trifluoroacetate FC(C(=O)O)(F)F.C=1(C(=CC=CC1)O)O